FC1=C(C=C(O[C@@H](CC)C)C=C1C(N[C@H](C)C=1C=NC(=NC1)C(F)(F)F)=O)C=1SC(=CN1)C (2R,3R)-3-(4-fluoro-3-(5-Methylthiazol-2-yl)-5-(((R)-1-(2-(trifluoromethyl)pyrimidin-5-yl)ethyl)carbamoyl)phenoxy)butan